O.C(C=O)(=O)O oxaldehydic acid hydrate